N-(3-isopropyl-5-phenylnaphthalene-1-yl)-5-phenyl-5H-pyridine C(C)(C)C=1C=C(C2=CC=CC(=C2C1)C1=CC=CC=C1)N1CC=CC(C1)C1=CC=CC=C1